[Li+].[N-](S(=O)(=O)C(F)(F)C(F)(F)F)S(=O)(=O)C(F)(F)C(F)(F)F bis(pentafluoroethanesulfonyl)imide Lithium